2-((3-(4-((3,4-dichloro-2-fluorophenyl)amino)quinazolin-6-yl)azetidin-1-yl)sulfonyl)ethan-1-ol ClC=1C(=C(C=CC1Cl)NC1=NC=NC2=CC=C(C=C12)C1CN(C1)S(=O)(=O)CCO)F